1-((((Tert-butoxycarbonyl)-L-valyl)oxy)methyl)-5-(4-(hexyloxy)-1,2,5-thiadiazol-3-yl)-1-methyl-1,2,3,6-tetrahydropyridin-1-ium iodide [I-].C(C)(C)(C)OC(=O)N[C@@H](C(C)C)C(=O)OC[N+]1(CCC=C(C1)C1=NSN=C1OCCCCCC)C